6-(5-chloro-3-ethylsulfonyl-pyrazolo[1,5-a]pyridin-2-yl)-3-(trifluoromethyl)-7H-pyrrolo[3,4-b]pyridin ClC1=CC=2N(C=C1)N=C(C2S(=O)(=O)CC)N2CC1=NC=C(C=C1C2)C(F)(F)F